N=1SN=C2C1C=CC=C2C2=C(C(=O)NC=1SC(=NN1)OCC1=CC=C(C=C1)Cl)C=CN=C2 3-(benzo[c][1,2,5]thiadiazol-4-yl)-N-(5-((4-chlorobenzyl)oxy)-1,3,4-thiadiazol-2-yl)isonicotinamide